CC1=NC(=CC(=C1)C=1C=C(C=CC1)C=1N=C(SC1)NC(=O)C1N(CC1)C(=O)C1=CN(C=C1)S(=O)(=O)C)C N-(4-(3-(2,6-dimethylpyridin-4-yl)phenyl)thiazol-2-yl)-1-(1-(methylsulfonyl)-1H-pyrrole-3-carbonyl)azetidine-2-carboxamide